diphenyliodonium tetrafluoroborate F[B-](F)(F)F.C1(=CC=CC=C1)[I+]C1=CC=CC=C1